C(=O)(O)CN(CCN(CC(=O)O)CCN(C)CC(=O)O)C N,N-bis[2-[(carboxymethyl)methylamino]ethyl]-glycine